CC=1NC(=C(C(C1C(=O)OCCN1CCN(CC1)C1=C(C=CC=C1)OC)C=1N(C=CC1)C)[N+](=O)[O-])C 1,4-Dihydro-2,6-dimethyl-4-(1-methyl-1H-pyrrol-2-yl)-5-nitro-3-pyridinecarboxylic acid, (2-[4-(2-methoxyphenyl)-1-piperazinyl]ethyl) ester